FC1=C(C(=O)OC)C(=CC=C1C(F)(F)F)NC1=C(C=C(C=C1)F)C=O Methyl 2-fluoro-6-((4-fluoro-2-formylphenyl)amino)-3-(trifluoromethyl)-benzoate